N-(4-(8-amino-3-isopropyl-5-(4-(methylamino)cyclohex-1-en-1-yl)imidazo[1,5-a]pyrazin-1-yl)-3-fluorophenyl)-1-(pyridin-3-yl)methanesulfonamide NC=1C=2N(C(=CN1)C1=CCC(CC1)NC)C(=NC2C2=C(C=C(C=C2)NS(=O)(=O)CC=2C=NC=CC2)F)C(C)C